N-(3-chloro-5-(methylsulfonamido)phenyl)-4-(3-(methyl(pyrimidin-2-yl)amino)pyridin-2-yl)thiophene-2-carboxamide ClC=1C=C(C=C(C1)NS(=O)(=O)C)NC(=O)C=1SC=C(C1)C1=NC=CC=C1N(C1=NC=CC=N1)C